NC1=NC=CC2=C(C=CC=C12)C1=CC=C2CC(C(C2=C1)OC1=C(C=CC(=C1)F)CC(=O)O)(C)C 2-(2-((6-(1-aminoisoquinolin-5-yl)-2,2-dimethyl-2,3-dihydro-1H-inden-1-yl)oxy)-4-fluorophenyl)acetic acid